2-(4-cyclopropoxyphenyl)-4,4,5,5-tetramethyl-1,3,2-dioxaborolane C1(CC1)OC1=CC=C(C=C1)B1OC(C(O1)(C)C)(C)C